2-fluoro-5-(3-oxo-3H-isobenzofuran-1-ylidenemethyl)benzonitrile FC1=C(C#N)C=C(C=C1)C=C1OC(C2=CC=CC=C12)=O